NCCCCCC(=O)[O-] EPSILON-AMINOCAPROIC ACID ANION